BrC1=NC=CC=C1C1COC2=C3N1C(NC3=CC=C2)=O 4-(2-bromopyridin-3-yl)-4,5-dihydroimidazo[1,5,4-de][1,4]benzoxazin-2(1H)-one